(E)-tert-butyl-((1-iodo-4-methyloct-1-en-6-yn-3-yl)oxy)dimethylsilane methyl-4-(6-formyl-3-methoxypyridazin-4-yl)-6-methylnicotinate COC(C1=CN=C(C=C1C1=C(N=NC(=C1)C=O)OC)C)=O.C(C)(C)(C)[Si](C)(C)OC(/C=C/I)C(CC#CC)C